8-(2-fluoro-4,6-dimethylphenyl)-9-(4-((1-(3-fluoropropyl)azetidin-3-ylidene)methyl)phenyl)-6,7-dihydro-5H-benzo[7]annulene-3-carboxylic acid FC1=C(C(=CC(=C1)C)C)C=1CCCC2=C(C1C1=CC=C(C=C1)C=C1CN(C1)CCCF)C=CC(=C2)C(=O)O